N-(4-methoxypyrazolo[1,5-a]pyridin-2-yl)-3-((7-(5-methyl-1,2,4-oxadiazol-3-yl)isoquinolin-1-yl)amino)cyclobutanecarboxamide COC=1C=2N(C=CC1)N=C(C2)NC(=O)C2CC(C2)NC2=NC=CC1=CC=C(C=C21)C2=NOC(=N2)C